3-cyclopropyl-2,6-dimethyl-octan-3-ol C1(CC1)C(C(C)C)(CCC(CC)C)O